chloro(1-t-butylindenyl)palladium(II) Cl[Pd]C=1C(C2=CC=CC=C2C1)C(C)(C)C